1-[4-(4-Aminopiperidine-1-carbonyl)phenyl]-3-[(1r,3R,5S,7r)-3,5-dimethyladamantan-1-yl]urea NC1CCN(CC1)C(=O)C1=CC=C(C=C1)NC(=O)NC12C[C@]3(C[C@](CC(C1)C3)(C2)C)C